1-(tert-butyl)-3-methoxybenzene C(C)(C)(C)C1=CC(=CC=C1)OC